(3R)-3-amino-5-[(4-chlorophenyl)methyl]-8-fluoro-7-[5-(4-methylpiperazin-1-yl)-1,3,4-oxadiazol-2-yl]-1,1-dioxo-2,3-dihydro-1λ6,5-benzothiazepin-4-one N[C@H]1CS(C2=C(N(C1=O)CC1=CC=C(C=C1)Cl)C=C(C(=C2)F)C=2OC(=NN2)N2CCN(CC2)C)(=O)=O